2cis-linoleic acid C(CCCCCCC\C=C/C\C=C/CCCCC)(=O)O